ClC1=NC=C(C(=N1)CC)Cl 2,5-dichloro-4-ethylpyrimidine